COC(=O)C1CC2OC2CC1 Methyl-7-oxabicyclo[4.1.0]heptan-3-carboxylat